(2R,3S,4R,5R)-5-(2,4-dioxo-3,4-dihydropyrimidin-1(2H)-yl)-4-hydroxy-2-(hydroxymethyl)tetrahydrofuran-3-yl methyl sulfite S(=O)(O[C@@H]1[C@H](O[C@H]([C@@H]1O)N1C(NC(C=C1)=O)=O)CO)OC